4-((2-(7-fluoro-9H-carbazol-2-yl)acetamido)methyl)benzoic acid FC1=CC=C2C=3C=CC(=CC3NC2=C1)CC(=O)NCC1=CC=C(C(=O)O)C=C1